C[C@H]1CN(C[C@@H](N1)C)[C@@H](C(=O)NC=1C=CC=C2C(=CNC12)C1=NC(=NC=C1C)NC1=C(C(=CC=C1)S(=O)(=O)C)F)C (R)-2-((3S,5S)-3,5-dimethyl-piperazin-1-yl)-N-(3-(2-((2-fluoro-3-(methylsulfonyl)phenyl)amino)-5-methyl-pyrimidin-4-yl)-1H-indol-7-yl)propanamide